5-(8-(7-Acetyl-3-ethyl-5,6,7,8-tetrahydroimidazo[1,5-a]pyrazin-1-yl)isoquinolin-3-yl)-N-(3-(6-((2,6-dioxopiperidin-3-yl)carbamoyl)pyridin-2-yl)prop-2-yn-1-yl)picolinamide C(C)(=O)N1CC=2N(CC1)C(=NC2C=2C=CC=C1C=C(N=CC21)C=2C=CC(=NC2)C(=O)NCC#CC2=NC(=CC=C2)C(NC2C(NC(CC2)=O)=O)=O)CC